(6-mercaptohexyl)-2-(N-phenylacetylamino)pyrimidine-5-carboxamide tert-butyl-rel-(3S,5R,E)-7-(3-(4-fluorophenyl)-1-isopropyl-4-methyl-1H-indol-2-yl)-3,5-dihydroxyhept-6-enoate C(C)(C)(C)OC(C[C@H](C[C@H](\C=C\C=1N(C2=CC=CC(=C2C1C1=CC=C(C=C1)F)C)C(C)C)O)O)=O.SCCCCCCC1=NC(=NC=C1C(=O)N)NC(CC1=CC=CC=C1)=O |o1:7,9|